2-(2,2-difluoroethyl)-5-methoxy-pyrazole-3-carboxylic acid FC(CN1N=C(C=C1C(=O)O)OC)F